1-methyl-3-(((2S,3R,4R,5R)-2,3,4,5,6-pentahydroxyhexyl) carbamoyl)-1H-indol-6-yl 4-guanidinobenzoate hydrochloride Cl.N(C(=N)N)C1=CC=C(C(=O)OC2=CC=C3C(=CN(C3=C2)C)C(NC[C@@H]([C@H]([C@@H]([C@@H](CO)O)O)O)O)=O)C=C1